N-(4-bromopyridin-2-yl)-3-{6-methyl-3,6-diazabicyclo[3.1.1]heptan-3-yl}propanamide BrC1=CC(=NC=C1)NC(CCN1CC2N(C(C1)C2)C)=O